N-(cis-1-acetyl-2-(((cis-4-(4-fluorophenyl)cyclohexyl)oxy)-methyl)piperidin-3-yl)methanesulfonamide C(C)(=O)N1[C@H]([C@H](CCC1)NS(=O)(=O)C)CO[C@@H]1CC[C@@H](CC1)C1=CC=C(C=C1)F